ClC1=NC=C(C(=C1)N1C[C@H]([C@@H](CC1)F)NC(OC(C)(C)C)=O)I tert-butyl ((3R,4R)-1-(2-chloro-5-iodopyridin-4-yl)-4-fluoropiperidin-3-yl)carbamate